FC=1C=C(C=C(C1C(F)(F)F)F)C1(CCC1)OC(CC(C(=O)O)=C)=O 4-(1-(3,5-difluoro-4-(trifluoromethyl)phenyl)cyclobutoxy)-2-methylene-4-oxobutanoic acid